ClC1=C2C(=NC=C1C#CC=1C=C(C=CC1)O)NC=C2 3-((4-chloro-1H-pyrrolo[2,3-b]pyridin-5-yl)ethynyl)phenol